5-(3-((4-(2-(4-((2-acetylpyrimidin-4-yl)methoxy)phenyl)propan-2-yl)phenoxy)methyl)piperidin-1-yl)-2-(2,6-dioxopiperidin-3-yl)isoindolin-1,3-dione C(C)(=O)C1=NC=CC(=N1)COC1=CC=C(C=C1)C(C)(C)C1=CC=C(OCC2CN(CCC2)C=2C=C3C(N(C(C3=CC2)=O)C2C(NC(CC2)=O)=O)=O)C=C1